P(=O)(OC=1C=C(C=CC1)C)(OCC)OCC m-tolyl diethyl phosphate